2-hydroxyethansulfonate OCCS(=O)(=O)[O-]